(5R)-1-amino-5-(2-boronoethyl)-2-(2-(dimethylamino)ethyl)cyclohexanecarboxylic acid dihydrochloride Cl.Cl.NC1(C(CC[C@H](C1)CCB(O)O)CCN(C)C)C(=O)O